NC1=C(C=NC(=C1)C(F)(F)F)N(C(=O)C1=NN(C(=C1SCC)C1=CC(=CC=C1)Cl)C)C N-(4-amino-6-(trifluoromethyl)pyridin-3-yl)-5-(3-chlorophenyl)-4-(ethylthio)-N,1-dimethyl-1H-pyrazole-3-carboxamide